4,4'-Difluoro-3'-formyl-5',6-dimethyl-[1,1'-biphenyl]-2-yl trifluoromethanesulfonate FC(S(=O)(=O)OC1=C(C(=CC(=C1)F)C)C1=CC(=C(C(=C1)C)F)C=O)(F)F